2-aminobenzoazepine NC=1NC2=C(C=CC1)C=CC=C2